CN1C(=NC2=C(C=C(C=C2C1=O)C)\C(\C)=N/[S@](=O)C(C)(C)C)C1(CCCC1)C (R,Z)-N-(1-(3,6-dimethyl-2-(1-methylcyclopentyl)-4-oxo-3,4-dihydroquinazolin-8-yl)ethylidene)-2-methylpropane-2-sulfinamide